BrC=1N=CC(=NC1)C1(COC1)N[S@@](=O)C(C)(C)C (S)-N-[3-(5-bromopyrazin-2-yl)oxetan-3-yl]-2-methylpropane-2-sulfinamide